C(CC(O)(C(=O)O)CC(=O)O)(=O)[O-].OCC[N+](C)(C)C mono-choline citrate